FC1=NC=CC(=C1)C=1C=CC2=C([C@H]3N(CC[C@@H]2C3)CCCO)C1 3-((1S,5R)-8-(2-Fluoropyridin-4-yl)-1,3,4,5-tetrahydro-2H-1,5-methanobenzo[c]azepin-2-yl)propan-1-ol